ClC=1C=C2C(=NC=NC2=C(C1C1=C(C=CC=C1O)F)F)N1CCN(CC1)C(C=C)=O 1-(4-(6-chloro-8-fluoro-7-(2-fluoro-6-hydroxy-phenyl)quinazolin-4-yl)piperazin-1-yl)prop-2-en-1-one